1,2,3-O-trinonanoyl-erythritol C(CCCCCCCC)(=O)C([C@](O)([C@H](OC(CCCCCCCC)=O)CO)C(CCCCCCCC)=O)O